CS(=O)(=O)C=1C=C(C=NC1)OC1=CC=C(CNC(OC(C)(C)C)=O)C=C1 tert-butyl (4-((5-(methylsulfonyl)pyridin-3-yl)oxy)benzyl)carbamate